BrCCOC1=CC2=C(N(C=N2)C2CC(C2)(O)C)C(=C1)C(F)(F)F (cis)-3-[5-(2-bromoethoxy)-7-(trifluoromethyl)-1H-1,3-benzimidazol-1-yl]-1-methylcyclobutanol